4-((R)-2-azidobut-2-yl)-6-chloro-1-((1R,2S,3S)-2-methyl-3-(methylsulfanyl)cyclobutoxy)-2,7-naphthyridine N(=[N+]=[N-])[C@](C)(CC)C1=CN=C(C2=CN=C(C=C12)Cl)O[C@H]1[C@@H]([C@H](C1)SC)C